C(C)(C)(C)OC(=O)N1CCC=2N(N=C3CCNC[C@H]1C23)C2=CC=C(C=C2)Br.ClC2=CC(=NC=C2)C2=CC3=CC=CC=C3C(=C2)C2CCCCC2 |o1:18| 4-Chloro-2-(4-cyclohexylnaphthalen-2-yl)pyridine tert-butyl-(R or S)-2-(4-bromophenyl)-2,3,4,5a,6,7,8,9-octahydro-5H-1,2,5,7-tetraazabenzo[cd]azulene-5-carboxylate